amino-uracil NC=1C(NC(NC1)=O)=O